5-(1-(2,2-difluoroethyl)-1H-benzo[d][1,2,3]triazol-6-yl)-N-((3S,4S)-3-fluoro-1-(oxetan-3-yl)piperidin-4-yl)-4-(methoxy-d3)pyrrolo[2,1-f][1,2,4]triazin-2-amine FC(CN1N=NC2=C1C=C(C=C2)C=2C=CN1N=C(N=C(C12)OC([2H])([2H])[2H])N[C@@H]1[C@H](CN(CC1)C1COC1)F)F